FC1=CC=C(OCC2N(C3CC(C2C)C3)C(=O)C=3N=C(SC3C3=NC=CC=C3)C)C=C1 3-[(4-fluorophenoxy)methyl]-4-methyl-2-[2-methyl-5-(pyridin-2-yl)-1,3-thiazole-4-carbonyl]-2-azabicyclo[3.1.1]heptane